FC1(C2CC(CC12)C1=NC2=NC=NC(=C2N1)C(=O)NCC1=CC(=CC(=C1)C=1C=NN(C1)C)F)F 8-(6,6-Difluoro-bicyclo[3.1.0]hex-3-yl)-N-(3-fluoro-5-(1-methyl-1H-pyrazol-4-yl)benzyl)-7H-purine-6-carboxamide